(9H-fluoren-9-yl)methyl (2-(((2-cyanoethoxy)(diisopropyl amino) phosphino)oxy)ethyl)carbamate C(#N)CCOP(OCCNC(OCC1C2=CC=CC=C2C=2C=CC=CC12)=O)N(C(C)C)C(C)C